O=C1N(CCC1)C1=CC=C(C=C1)C=1C=C(C=NC1)C1=C2C(=NC=C1)NC(=C2)C(=O)OC Methyl 4-[5-[4-(2-oxopyrrolidin-1-yl) phenyl]-3-pyridinyl]-1H-pyrrolo[2,3-b]pyridine-2-carboxylate